2-({1-oxo-4-[3-(thiophen-3-yl)-1H-indazol-5-yl]-2,3-dihydro-1H-isoindol-2-yl}methyl)prop-2-enamide O=C1N(CC2=C(C=CC=C12)C=1C=C2C(=NNC2=CC1)C1=CSC=C1)CC(C(=O)N)=C